3,4-dimethylbenzoate CC=1C=C(C(=O)[O-])C=CC1C